C(C1=CC=CC=C1)C1=CN=C2C=C3C(N(C=4C=CC=CC34)CC3=CC=C(C=C3)F)=CN21 3-benzyl-6-(4-fluorobenzyl)-6H-imidazo[1',2':1,6]Pyrido[3,4-b]Indole